6-Bromo-8-cyclopentyl-2-[5-(2-methoxy-ethylamino)-pyridin-2-ylamino]-8H-pyrido[2,3-d]pyrimidin-7-one BrC1=CC2=C(N=C(N=C2)NC2=NC=C(C=C2)NCCOC)N(C1=O)C1CCCC1